(5r,8r)-N-(2,4-dichlorobenzyl)-8-hydroxy-5,6,7,8-tetrahydroquinoline-5-carboxamide ClC1=C(CNC(=O)[C@H]2C=3C=CC=NC3[C@@H](CC2)O)C=CC(=C1)Cl